N-(9-fluorenylmethoxycarbonyl)serine C1=CC=CC=2C3=CC=CC=C3C(C12)COC(=O)N[C@@H](CO)C(=O)O